N-(5-bromo-2-cyano-phenyl)carbamic acid ethyl ester C(C)OC(NC1=C(C=CC(=C1)Br)C#N)=O